C(#N)C1=CC=CC(=N1)S(=O)(=O)N(C(C(F)(F)F)C1=CC=C(C=C1)F)CC 6-cyano-N-ethyl-N-(2,2,2-trifluoro-1-(4-fluorophenyl)ethyl)pyridine-2-sulfonamide